8-{6-[3-(Dimethyl-amino)propoxy]pyridin-3-yl}-3-methyl-1-(tetrahydro-2H-pyran-4-yl)-1,3-dihydro-2H-imidazo[4,5-c]quinolin-2-one CN(CCCOC1=CC=C(C=N1)C1=CC=2C3=C(C=NC2C=C1)N(C(N3C3CCOCC3)=O)C)C